1,2-diphenyl ethylene oxide C1(=CC=CC=C1)C1C(C2=CC=CC=C2)O1